tert-butyl (4-(6-(6-(2-(ethyl(isopropyl)carbamoyl)-4-fluorophenoxy)-1,2,4-triazin-5-yl)-2,6-diazaspiro[3.4]octan-2-yl)-2-hydroxy-5-methylhexyl)(methyl)carbamate C(C)N(C(=O)C1=C(OC2=C(N=CN=N2)N2CC3(CN(C3)C(CC(CN(C(OC(C)(C)C)=O)C)O)C(C)C)CC2)C=CC(=C1)F)C(C)C